N-formyl-histamine C(=O)NCCC1=CNC=N1